COC1=C(N=C(N(C1=O)C)N(C(C1=NC=CC=C1)C1=CC=CC=C1)C)C(=O)O 5-methoxy-1-methyl-2-{methyl[phenyl(pyridin-2-yl)methyl]amino}-6-oxopyrimidine-4-carboxylic acid